tertiary butylperbenzoate C(C)(C)(C)OOC(C1=CC=CC=C1)=O